N1(CCNCC1)C=1C=C(C(=O)NC=2C=C3C(=NC2)NC=C3C3=CC=2N(C=C3)N=CC2C(=O)N[C@@H](C(F)(F)F)C)C=CN1 (R)-5-(5-(2-(piperazin-1-yl)isonicotinamido)-1H-pyrrolo[2,3-b]pyridin-3-yl)-N-(1,1,1-trifluoropropan-2-yl)pyrazolo[1,5-a]pyridine-3-carboxamide